2,4-di-tert-butyl-6-(4-(3-(tert-butyl)-5-(6-isopropylisoquinolin-1-yl)phenyl)-1-(5-(tert-butyl)-[1,1'-biphenyl]-2-yl)-1H-benzo[d]imidazol-2-yl)phenol C(C)(C)(C)C1=C(C(=CC(=C1)C(C)(C)C)C1=NC2=C(N1C1=C(C=C(C=C1)C(C)(C)C)C1=CC=CC=C1)C=CC=C2C2=CC(=CC(=C2)C2=NC=CC1=CC(=CC=C21)C(C)C)C(C)(C)C)O